8-(4-(4-(5-(2-(2,6-dioxopiperidin-3-yl)-1-oxoisoindolin-5-yl)valeryl)piperazin-1-yl)piperidin-1-yl)-9-ethyl-6,6-dimethyl-11-oxo-6,11-dihydro-5H-benzo[b]carbazole-3-carbonitrile O=C1NC(CCC1N1C(C2=CC=C(C=C2C1)CCCCC(=O)N1CCN(CC1)C1CCN(CC1)C=1C(=CC2=C(C(C=3NC4=CC(=CC=C4C3C2=O)C#N)(C)C)C1)CC)=O)=O